ClC=1C=C(C2=C([C@@H](CO2)O)C1)S(=O)(=O)NC1=C(C(=C(C=C1)F)C=1C=C2C=NC(=NC2=CC1)NC1CCN(CC1)CC)F (3S)-5-chloro-N-(3-{2-[(1-ethylpiperidin-4-yl)amino]quinazolin-6-yl}-2,4-difluorophenyl)-3-hydroxy-2,3-dihydro-1-benzofuran-7-sulfonamide